BrC(C(=O)OC(C)(C)C)C1=CC(=CC=2OC[C@H](OC21)C(C)C)F tert-butyl 2-bromo-2-((R)-7-fluoro-3-isopropyl-2,3-dihydrobenzo[b][1,4]dioxin-5-yl)acetate